C1(CC1)OC1=NC=C(N=C1)[N+](=O)[O-] 2-cyclopropyloxy-5-nitropyrazine